C(C1=CC=CC=C1)O\C=C(\C(=O)OCC)/C(F)(F)F ethyl (Z)-3-(benzyloxy)-2-(trifluoromethyl)acrylate